pyrazolaldehyde boronate B(O)O.N1N=C(C=C1)C=O